C1CC12CN[C@@H](C2)C(=O)[O-] (S)-5-azaspiro[2.4]heptane-6-carboxylate